sodium methylacrolein CC(=O)C=C.[Na]